FC1(CCN(CC1)C(=O)C=1C=C2C=CC=C(C2=CC1)C=1C=C2C=CNC(C2=CC1)=O)F 6-(6-(4,4-difluoropiperidine-1-carbonyl)naphthalen-1-yl)isoquinolin-1(2H)-one